ClC=1C=C2C=CN(C(C2=CN1)=O)C 6-chloro-2-methyl-2,7-naphthyridin-1-one